2-(12-isopropyl-9-oxo-3-thia-1,10,11-triazatricyclo[6.4.0.02,6]dodeca-2(6),4,7,11-tetraen-10-yl)-N-(2-oxo-4-piperidyl)acetamide C(C)(C)C1=NN(C(C2=CC=3C=CSC3N12)=O)CC(=O)NC1CC(NCC1)=O